5-(5-chloro-2-oxo-1,2-dihydropyridin-4-yl)-1-(2-fluorobenzyl)-1,5-dihydro-4H-pyrazolo[4,3-c]pyridin-4-one ClC=1C(=CC(NC1)=O)N1C(C2=C(C=C1)N(N=C2)CC2=C(C=CC=C2)F)=O